7-((5-(1,4-oxazepan-4-yl)pyridin-2-yl)amino)-4-(imidazo[1,2-a]pyrazin-3-yl)isoindolin-1-one O1CCN(CCC1)C=1C=CC(=NC1)NC=1C=CC(=C2CNC(C12)=O)C1=CN=C2N1C=CN=C2